C(C)(C)(C1=CC=CC=C1)C1=CC=C(C=C1)O p-(α-cumyl)phenol